((S)-2-(((2R,3S,4R,5S)-5-(2-chloro-4-(cyclopentylamino)pyrrolo[2,1-f][1,2,4]triazin-7-yl)-3,4-dihydroxytetrahydrofuran-2-yl)methoxy)-1-hydroxypropan-2-yl)phosphonic acid ClC1=NN2C(C(=N1)NC1CCCC1)=CC=C2[C@H]2[C@@H]([C@@H]([C@H](O2)CO[C@@](CO)(C)P(O)(O)=O)O)O